CC1=CC=C(C=C1)N.C1=C2C(=CC(=C1Br)Cl)NC=C2OP(=O)(O)O 5-bromo-6-chloro-3-indolyl phosphate p-toluidine salt